2-(6-{5-chloro-2-[(oxacyclohex-4-yl)amino]pyrimidin-4-yl}-1-oxo-2,3-dihydro-1H-isoindol-2-yl)-N-[2-hydroxy-1-(2-methoxyphenyl)ethyl]acetamide ClC=1C(=NC(=NC1)NC1CCOCC1)C1=CC=C2CN(C(C2=C1)=O)CC(=O)NC(CO)C1=C(C=CC=C1)OC